(2R)-4,4-difluoro-2-(4-fluorophenyl)-N-[4-(5-methyl-4-oxo-3-phenyl-4,5,6,7-tetrahydro-1H-pyrrolo[3,2-c]pyridin-2-yl)pyridin-2-yl]butanamide FC(C[C@@H](C(=O)NC1=NC=CC(=C1)C1=C(C=2C(N(CCC2N1)C)=O)C1=CC=CC=C1)C1=CC=C(C=C1)F)F